ClC1=CC(=C(C=C1OCC=1OC(=NN1)C1=CC=C(C=C1)C)N1C(C=2CCCCC2C1=O)=O)F 2-(4-chloro-2-fluoro-5-((5-(4-tolyl)-1,3,4-oxadiazole-2-yl)methoxy)phenyl)-4,5,6,7-tetrahydro-1H-isoindole-1,3(2H)-dione